C(C)C1=CC=C2C=NC(=NC2=C1C=1C=C(C=CC1)NC(C=C)=O)NC=1C=NC(=CC1)N1CCN(CC1)C N-(3-(7-ethyl-2-((6-(4-methylpiperazin-1-yl)pyridin-3-yl)amino)quinazolin-8-yl)phenyl)acrylamide